Cl.NC1CCC(CC1)CN1C(\C(\C2=CC(=CC=C12)C(=O)NCC#C)=C/C=1NC(=CC1C)C)=O (Z)-1-(((1r,4r)-4-aminocyclohexyl)methyl)-3-((3,5-dimethyl-1H-pyrrol-2-yl)methylene)-2-oxo-N-(prop-2-yn-1-yl)indole-5-carboxamide hydrochloride